N-Cyclopentyl-2-(4-hydroxyphenyl)oxazole-4-carboxamide C1(CCCC1)NC(=O)C=1N=C(OC1)C1=CC=C(C=C1)O